5,7-di-tert-butyl-3-phenylbenzo[d]oxazol-3-ium tetrafluoroborate F[B-](F)(F)F.C(C)(C)(C)C=1C=C(C2=C([N+](=CO2)C2=CC=CC=C2)C1)C(C)(C)C